[Na].N1=C(C=CC=C1)N=NC1=C(C=C(O)C=C1)O 4-(2-pyridylazo)resorcinol sodium salt